N1=C2C(=NO1)OC=C2 furofurazan